5-(1-chloroethyl)-3-(3-methoxyphenyl)isoxazole ClC(C)C1=CC(=NO1)C1=CC(=CC=C1)OC